4-fluoro-N-{phenyl[4-(propan-2-yl)phenyl]methyl}-1-{2-[5-(propan-2-yl)-1,2,4-oxadiazol-3-yl]acetyl}pyrrolidine-2-carboxamide FC1CC(N(C1)C(CC1=NOC(=N1)C(C)C)=O)C(=O)NC(C1=CC=C(C=C1)C(C)C)C1=CC=CC=C1